P(=O)(OCC1=CC=CC=C1)(OCC1=CC=CC=C1)OC1=C2C(=CNC2=CC=C1)C([2H])([2H])[C@@H]1N(CCC1)C([2H])([2H])[2H] (R)-dibenzyl (3-((1-(methyl-d3)pyrrolidin-2-yl)methyl-d2)-1H-indol-4-yl) phosphate